C1(CCCC(CC\C=C\C)O1)=O (E)-8-decen-5-lactone